tert-butyl 6-((5-amino-3-methylpyrazin-2-yl)sulfonyl)-2,6-diazaspiro[3.3]heptane-2-carboxylate NC=1N=C(C(=NC1)S(=O)(=O)N1CC2(CN(C2)C(=O)OC(C)(C)C)C1)C